methyl-(4-aminophenyl)-acetate COC(CC1=CC=C(C=C1)N)=O